5-chloro-2-(difluoromethyl)-N-((1r,4r)-4-((6-fluoro-3-(5-fluoro-2-methoxypyridin-4-yl)-3-hydroxy-2-oxoindolin-1-yl)methyl)cyclohexyl)nicotinamide ClC=1C=NC(=C(C(=O)NC2CCC(CC2)CN2C(C(C3=CC=C(C=C23)F)(O)C2=CC(=NC=C2F)OC)=O)C1)C(F)F